2-(3-(8-chloronaphthalen-1-yl)-4-fluoro-10-(4-methoxybenzyl)-7-methyl-8-oxo-8,8a,9,10,11,12-hexahydro-7H-pyrazino[1',2':4,5]pyrazino[2,3-c][1,6]naphthyridin-11-yl)acetonitrile ClC=1C=CC=C2C=CC=C(C12)C1=NC=C2C3=C(C=NC2=C1F)N(C(C1N3CC(N(C1)CC1=CC=C(C=C1)OC)CC#N)=O)C